4-[(E)-2-(2,2,2-trifluoroethylidene)hydrazin-1-yl]benzonitrile FC(\C=N\NC1=CC=C(C#N)C=C1)(F)F